2-[3-[(1R)-1-aminoethyl]phenyl]-2,2-difluoro-acetamide N[C@H](C)C=1C=C(C=CC1)C(C(=O)N)(F)F